C(C)(C)(C)C1N(C(OC12CCNCC2)=O)CCC2=NN1C(C(=CC(=C1)OC[C@H](C)C1=CC=CC=C1)C)=N2 tert-butyl-3-[2-[8-methyl-6-[(2R)-2-phenylpropoxy]-[1,2,4]triazolo[1,5-a]pyridin-2-yl]ethyl]-2-oxo-1-oxa-3,8-diazaspiro[4.5]decane